FC(C(=O)O)(F)F.N1C=NC(=C1)C1=C2C(=NC=C1)N(N=C2CN)C2=CC=C(C=C2)OC(F)(F)F (4-(1H-imidazol-4-yl)-1-(4-(trifluoromethoxy)phenyl)-1H-pyrazolo[3,4-b]pyridin-3-yl)methanamine 2,2,2-trifluoroacetate salt